(E)-N-(2-cyano-4-(8-(1-methyl-6-(trifluoromethyl)-1H-benzo[d]imidazol-5-yl)imidazo[1,2-a]pyridine-3-carbonyl)phenyl)-4-(((1r,4r)-4-methoxycyclohexyl)amino)but-2-enamide C(#N)C1=C(C=CC(=C1)C(=O)C1=CN=C2N1C=CC=C2C2=CC1=C(N(C=N1)C)C=C2C(F)(F)F)NC(\C=C\CNC2CCC(CC2)OC)=O